(5-(4-Fluorobenzyl)-1-(4-isobutoxybenzyl)-1H-pyrazol-3-yl)-1-methylpiperidine FC1=CC=C(CC2=CC(=NN2CC2=CC=C(C=C2)OCC(C)C)C2N(CCCC2)C)C=C1